3-(N-(4-cyano-[1,1'-biphenyl]-2-yl)sulfamoyl)-4-ethylbenzoic acid C(#N)C1=CC(=C(C=C1)C1=CC=CC=C1)NS(=O)(=O)C=1C=C(C(=O)O)C=CC1CC